di-tert-butylphenylcarbodiimide C(C)(C)(C)C=1C(=C(C=CC1)N=C=N)C(C)(C)C